3-ethynylazetidine C(#C)C1CNC1